FC1=C(C=C(C=C1)F)[C@@H]1N(CCC1)C1=NC=2N(C=C1)N=CC2C2=CC=CC(=N2)N2CCN(CC2)CC=2C=C1CN(C(C1=CC2F)=O)C2CNCCC2 3-(5-((4-(6-(5-((R)-2-(2,5-difluorophenyl)pyrrolidin-1-yl)pyrazolo[1,5-a]pyrimidin-3-yl)pyridin-2-yl)piperazin-1-yl)methyl)-6-fluoro-1-oxoisoindoline-2-yl)piperidine